(+/-)-Heptan-2-yl butyrate CCCCCC(C)OC(=O)CCC